fluoro-6-[1-methyl-4-[(3-phenoxyphenyl)methyl]pyrazol-3-yl]pyrimidin-2-amine FC1=NC(=NC(=C1)C1=NN(C=C1CC1=CC(=CC=C1)OC1=CC=CC=C1)C)N